COC1=CC=C(CN2N=CC3=C2N(C(C=2C=C(C=C(C32)C(C)NC3=C(C(=O)OC)C=CC=C3)C)=O)C)C=C1 methyl 2-((1-(3-(4-methoxybenzyl)-4,7-dimethyl-5-oxo-4,5-dihydro-3H-pyrazolo[3,4-c]isoquinolin-9-yl)ethyl)amino)benzoate